2,6-bis(benzyloxy)-3-(2,6-difluoro-4-(5,8-dioxaspiro[3.4]octan-2-yl)phenyl)pyridine C(C1=CC=CC=C1)OC1=NC(=CC=C1C1=C(C=C(C=C1F)C1CC2(C1)OCCO2)F)OCC2=CC=CC=C2